FCC(NCCC[C@@H](C=1OC(=CN1)C1=CC=CC=C1)NC(C1=C(C=CC=C1OC)OC)=O)=N (S)-N-(4-(2-fluoroacetimidamido)-1-(5-phenyloxazol-2-yl)butyl)-2,6-dimethoxybenzamide